F[C@@H]1C[C@@]2(CCCN2C1)COC1=NC2=CC(=C(C=C2C(=N1)N1CCN(C2(CC2)C1)C(=O)OC(C)(C)C)F)Br tert-butyl 7-(2-{[(2R,7aS)-2-fluoro-hexahydro-1H-pyrrolizin-7a-yl]methoxy}-7-bromo-6-fluoroquinazolin-4-yl)-4,7-diazaspiro[2.5]octane-4-carboxylate